Cl.NC1CCN(CC1)C=1N(C(C(=C(N1)C1=CC=C(C=C1)C#N)C1=CC=C(OCCCCCC(=O)NO)C=C1)=O)C 6-(4-(2-(4-aminopiperidin-1-yl)-4-(4-cyanophenyl)-1-methyl-6-oxo-1,6-dihydropyrimidin-5-yl)phenoxy)-N-hydroxyhexanamide hydrochloride